C(C)(=O)[O-].C(CCCCC)[NH+]1C=C(C=C1)CCCC 1-Hexyl-3-butylpyrrolium acetat